FC1=CC=C(C=C1)N1N=CC2=CC(=CC=C12)[C@@H]1C[C@H](N(CC1)S(=O)(=O)C=1C=NN(C1)CCC)C 1-(4-fluorophenyl)-5-((2R,4S)-2-methyl-1-((1-propyl-1H-pyrazol-4-yl)sulfonyl)piperidin-4-yl)-1H-indazole